C(C)(CC)N(CCC(C=CC=C)=C)C(C)CC 1-di-sec-butylamino-3-methylenehept-4,6-diene